FC1=C(C=C(C(=C1)N1C[C@@H](N([C@@H](C1)C)C)C)NC(=O)C1=CNC(C=C1C(F)(F)F)=O)C=1CCN(CC1)C(=O)OC(C)(C)C tert-butyl 4-(2-fluoro-5-(6-oxo-4-(trifluoromethyl)-1,6-dihydropyridine-3-carboxamido)-4-((3S,5R)-3,4,5-trimethylpiperazin-1-yl) phenyl)-3,6-dihydropyridine-1(2H)-carboxylate